para-aminoanisole NC1=CC=C(C=C1)OC